(S)-2'-oxo-1',2'-dihydro-spiro[azepane-4,4'-pyrido[2,3-d][1,3]oxazine]-1-carboxylic acid tert-butyl ester C(C)(C)(C)OC(=O)N1CC[C@]2(C3=C(NC(O2)=O)N=CC=C3)CCC1